2-(4-(1-(benzo[d][1,3]dioxol-5-yl)ethyl)piperazin-1-yl)pyrimidin-5-amine O1COC2=C1C=CC(=C2)C(C)N2CCN(CC2)C2=NC=C(C=N2)N